COC1(CCCCC1)OOC(C)(C)C 1-methoxy-1-(t-butylperoxy)cyclohexane